C(CS)(=O)OCCC1=NC(=C(C=C1)C=O)Cl (6-Chloro-5-formylpyridin-2-yl)ethyl thioglycolate